(4-((2-(1H-pyrazol-4-yl)ethyl)amino)-5,6-dimethylpyrimidin-2-yl)(3-(trifluoromethyl)azetidin-1-yl)methanone N1N=CC(=C1)CCNC1=NC(=NC(=C1C)C)C(=O)N1CC(C1)C(F)(F)F